C(#N)C1C(CCC1)N(C([O-])=O)C=1N=CC2=C(C(=C(C=C2C1)C1=C(C2=C(OCCN2)N=C1)C)F)N 2-Cyanocyclopentyl(8-amino-7-fluoro-6-(8-methyl-2,3-dihydro-1H-pyrido[2,3-b][1,4]oxazin-7-yl)isoquinolin-3-yl)carbamate